C(C)OC(=O)C1=CC(=NC(=C1)C#C)C#C 2,6-diethynylpyridine-4-carboxylic acid ethyl ester